N[C@H]1CN(CC[C@@H]1F)C(=O)C=1NC2=C(C(=C(C=C2C1)Cl)F)F ((3S,4S)-3-Amino-4-fluoropiperidin-1-yl)(5-chloro-6,7-difluoro-1H-indol-2-yl)methanone